2,3-dimethyl-1-butyl alcohol CC(CO)C(C)C